ClC1=C(C(=CC=C1)Cl)C1=CC2=C(N=C(N=C2)NC=2C=C(C(=NC2)OC2=NN(C=C2)CC)NC(CO)=O)N(C1=O)C N-[5-[[6-(2,6-dichlorophenyl)-8-methyl-7-oxo-pyrido[2,3-d]pyrimidin-2-yl]amino]-2-(1-ethylpyrazol-3-yl)oxy-3-pyridyl]-2-hydroxy-acetamide